NC1=CC=CC(=N1)S(=O)(=O)NC(=O)C=1C(=NC(=CC1)C1=CC(=CC(=C1)OCC(C)C)F)N1N=C(C=C1C(C)C)C(C)C N-[(6-Amino-2-pyridyl)sulfonyl]-2-(3,5-diisopropylpyrazol-1-yl)-6-(3-fluoro-5-isobutoxyphenyl)pyridin-3-carboxamid